C(C1=CC=CC=C1)(=O)OC[C@H]1O[C@H]([C@@H]([C@@H]1N=[N+]=[N-])OC(C)=O)N1N=CC=2C1=NC(=CC2N[C@@H](C)C2=C(C=CC=C2)F)Cl ((2S,3R,4R,5R)-4-acetoxy-3-azido-5-(6-chloro-4-(((S)-1-(2-fluorophenyl)ethyl)amino)-1H-pyrazolo[3,4-b]pyridin-1-yl)tetrahydrofuran-2-yl)methyl benzoate